4,6-dichloro-1,3,5-triazine ClC1=NC=NC(=N1)Cl